N-((3S)-5-(3-fluorophenyl)-9-methyl-2-oxo-2,3-dihydro-1H-1,4-benzodiazepin-3-yl)-2,3-bis(3,3,3-trifluoropropyl)succinimide FC=1C=C(C=CC1)C1=N[C@H](C(NC2=C1C=CC=C2C)=O)N2C(C(C(C2=O)CCC(F)(F)F)CCC(F)(F)F)=O